COC=1SC2=C(N1)NC(=C2)C(=O)O 2-methoxy-4H-pyrrolo[2,3-d]Thiazole-5-carboxylic acid